CC1=CCCO1 5-methyl-2,3-dihydrofuran